cis-N-(4-(furan-2-yl)-3-methoxybenzyl)-1-isobutyryl-6-methyl-4-(phenylsulfonyl)piperazine-2-carboxamide O1C(=CC=C1)C1=C(C=C(CNC(=O)[C@@H]2N([C@@H](CN(C2)S(=O)(=O)C2=CC=CC=C2)C)C(C(C)C)=O)C=C1)OC